5-Amino-3-[5-[1-[[3-(2-chloro-4-fluorophenyl)-1,2-oxazol-5-yl]carbamoyl]ethyl]pyridin-2-yl]-1-(1-methylcyclopropyl)pyrazole-4-carboxamide NC1=C(C(=NN1C1(CC1)C)C1=NC=C(C=C1)C(C)C(NC1=CC(=NO1)C1=C(C=C(C=C1)F)Cl)=O)C(=O)N